C(#N)C=1C(=C(C=CC1)C1=C(C=CC=C1)OCOC)F cyano-2-fluoro-2'-(methoxymethoxy)-[1,1'-biphenyl]